cerous hydroxide [OH-].[Ce+3].[OH-].[OH-]